ClC=1C(=C(C=O)C(=C(C1OCF)C\C=C(\C=C\[C@@]1([C@H](C(CC[C@H]1C)NC1CC1)C)C)/C)O)C 3-chloro-5-((2E,4E)-5-((1R,2R,6R)-3-(cyclopropylamino)-1,2,6-trimethylcyclohexyl)-3-methylpenta-2,4-dien-1-yl)-4-(fluoromethoxy)-6-hydroxy-2-methylbenzaldehyde